1-cyclohexylmethyl-1,4-dimethylcyclohexane C1(CCCCC1)CC1(CCC(CC1)C)C